NC1=C2C(=NC=C1)N(C=C2)CC(=O)N2[C@@H](C[C@H](C2)F)C(=O)NCC2=C(C(=CC=C2)Cl)F (2S,4R)-1-(2-(4-amino-1H-pyrrolo[2,3-b]pyridin-1-yl)acetyl)-N-(3-chloro-2-fluorophenylmethyl)-4-fluoropyrrolidine-2-carboxamide